CC1=C(N2C=CC=C2C=C1C#N)N(C1CCOCC1)C 6-methyl-5-(methyl-(tetrahydro-2H-pyran-4-yl)amino)indolizine-7-carbonitrile